FC=1C=CC(=C(CN2C(C=3C=CC=NC3CC2)=O)C1)OC(F)(F)F 6-(5-fluoro-2-(trifluoromethoxy)benzyl)-7,8-dihydro-1,6-naphthyridin-5(6H)-one